C1(CC1)C1=NNC(=C1)NC1=CC2=C(C(=NO2)NS(=O)(=O)C2=C(C=C(C=C2OC)C2=NN(N=C2)C)OC)C=C1OC N-{6-[(3-cyclopropyl-1H-pyrazol-5-yl)amino]-5-methoxy-1,2-benzoxazol-3-yl}-2,6-dimethoxy-4-(2-methyl-2H-1,2,3-triazol-4-yl)benzene-1-sulfonamide